ClC1=CC=C(C=C1)C=1C=2N(C=C(C1)C1=CC=CC=C1)C=C(N2)C2=CC=CC=C2 8-(4-chlorophenyl)-2,6-diphenylimidazo[1,2-a]pyridine